BrC1=CC(=C(C=C1F)C=1C(=CC(=CC1)Cl)O)F 4'-bromo-4-chloro-2',5'-difluoro-[1,1'-biphenyl]-2-ol